N-(6-isoxazol-4-yl-2-methoxy-3-pyridinyl)-5-methyl-3-phenyl-isoxazole-4-carboxamide O1N=CC(=C1)C1=CC=C(C(=N1)OC)NC(=O)C=1C(=NOC1C)C1=CC=CC=C1